R-(-)-1-aminoindan N[C@@H]1CCC2=CC=CC=C12